BrC1=CC=C(C=C1)C1CO[C@H](CN1)CNC(OC(C)(C)C)=O tert-butyl (((2R)-5-(4-bromophenyl)morpholin-2-yl)methyl)carbamate